(R)-2-(((benzyloxy)carbonyl)amino)-3-(7-methylthio-thieno[3,2-b]pyridine-2-carboxamido)propionic acid butyl ester C(CCC)OC([C@@H](CNC(=O)C1=CC2=NC=CC(=C2S1)SC)NC(=O)OCC1=CC=CC=C1)=O